C1(=CC=CC=C1)C(CC([Si](C)(C)C)SC1=C(C=CC=C1)C)=O 1-phenyl-3-(o-tolylthio)-3-(trimethylsilyl)propan-1-one